N-(3-fluoro-5'-methyl-[2,3'-bipyridin]-5-yl)-4-(2-methyl-6,7-dihydropyrazolo[1,5-a]pyrimidin-4(5H)-yl)-4-oxobutanamide FC=1C(=NC=C(C1)NC(CCC(=O)N1C=2N(CCC1)N=C(C2)C)=O)C=2C=NC=C(C2)C